C(C)(=O)OC1=CC=C(C=C1)/C=C/C(=O)Cl (E)-3-(4-acetoxyphenyl)acryloyl chloride